FCCCN1CC(C1)CC1=CC=C(C=C1)C1=C(C(CCC2=C1C=CC=C2)C)C2=CC(=CC=C2)C(F)(F)F 9-(4-((1-(3-Fluoropropyl)azetidin-3-yl)methyl)phenyl)-7-methyl-8-(3-(trifluoromethyl)phenyl)-6,7-dihydro-5H-benzo[7]annulen